C1(CC1)C(=O)NC1=C(C(=O)NC([2H])([2H])[2H])C(=CC=N1)NC1=CC=CC=2C=3C(C(N(C12)C)(F)F)=CN(N3)C cyclopropanecarboxamido-4-((4,4-difluoro-2,5-dimethyl-4,5-dihydro-2H-pyrazolo[4,3-c]quinolin-6-yl)amino)-N-(methyl-d3)nicotinamide